(2-((1-(6-(benzylsulfanyl)-3,5-dicyano-4-ethylpyridin-2-yl)piperidin-4-yl)amino)-2-oxoethyl)carbamic acid tert-butyl ester C(C)(C)(C)OC(NCC(=O)NC1CCN(CC1)C1=NC(=C(C(=C1C#N)CC)C#N)SCC1=CC=CC=C1)=O